tri(naphthalen-1-yl)phosphine C1(=CC=CC2=CC=CC=C12)P(C1=CC=CC2=CC=CC=C12)C1=CC=CC2=CC=CC=C12